COC(=O)C1=NC=NC(=C1)C1=CC(=CC(=C1)Cl)Cl 6-(3,5-dichlorophenyl)pyrimidine-4-carboxylic acid methyl ester